C1(CCCC1)O[C@@H](CC=1SC(=C(N1)[C@H](C(=O)O)C)C)[C@H](O)C1=CC(=C(C(=C1)OC)C)OC (R)-2-(2-((2S,3R)-2-(cyclopentyloxy)-3-(3,5-dimethoxy-4-methylphenyl)-3-hydroxypropyl)-5-methylthiazol-4-yl)propionic acid